D,L-ALANOSINE N[C@@H](CN(O)N=O)C(=O)O |r|